ethyl 6-bromo-4-chloro-7-fluoro-2-oxo-1H-quinoline-3-carboxylate BrC=1C=C2C(=C(C(NC2=CC1F)=O)C(=O)OCC)Cl